C(C)C=1N(C=2N(C(C1)=O)N=C(N2)C2=CCC(CC2)OC)CC(=O)NC2=C(C(=C(C=C2)C(F)(F)F)F)C 2-(5-ethyl-2-(4-methoxycyclohex-1-en-1-yl)-7-oxo-[1,2,4]triazolo[1,5-a]pyrimidin-4(7H)-yl)-N-(3-fluoro-2-methyl-4-(trifluoromethyl)phenyl)acetamide